OC1=C(C=CC=C1)N(CC(=O)[O-])CCC N-(2-hydroxyphenyl)-propylglycinate